COC1=CC=C(C=N1)CNC(C(N1CCC=2C=CC(=NC2C1)NC=1SC=CN1)=O)=O N-((6-methoxypyridin-3-yl)methyl)-2-oxo-2-(2-(thiazol-2-ylamino)-5,6-dihydro-1,7-naphthyridin-7(8H)-yl)acetamide